4-ethyl-3,5-heptanediol bis(4-n-propylbenzoate) C(CC)C1=CC=C(C(=O)OC(CC)C(C(CC)OC(C2=CC=C(C=C2)CCC)=O)CC)C=C1